(2-(benzyloxy)pyrazolo[1,5-a]pyridin-6-yl)-4-methylbenzenesulfonamide C(C1=CC=CC=C1)OC1=NN2C(C=CC(=C2)C2=C(C=CC(=C2)C)S(=O)(=O)N)=C1